5-chloro-6-(2-(2,6-difluorophenyl)-1-methyl-1H-imidazol-5-yl)pyridin-2-ol ClC=1C=CC(=NC1C1=CN=C(N1C)C1=C(C=CC=C1F)F)O